C1(CC1)CN(NCC1=NC=C(C=C1)C(F)(F)F)C 1-(cyclopropylmethyl)-1-methyl-2-[[5-(trifluoromethyl)-2-pyridyl]methyl]hydrazine